COC=1C=C(C=CC1C=1C=C2C(=NC1)NC=C2)NC(=O)C2CCCC2 N-(3-methoxy-4-(1H-pyrrolo[2,3-b]pyridin-5-yl)phenyl)cyclopentanamide